2-(1-acryloyl-4-(7-(3-hydroxynaphthalen-1-yl)-2-(((S)-1-methylpyrrolidin-2-yl)methoxy)-5,6,7,8-tetrahydroquinazolin-4-yl)piperazin-2-yl)acetonitrile C(C=C)(=O)N1C(CN(CC1)C1=NC(=NC=2CC(CCC12)C1=CC(=CC2=CC=CC=C12)O)OC[C@H]1N(CCC1)C)CC#N